FC1([C@@H]([C@H](CCC1)NC(=O)C=1C=NC(=CC1)OCC=1C(=NOC1C)C=1C=NC(=CC1)C)O)F N-((1S,2R)-3,3-difluoro-2-hydroxycyclohexyl)-6-((5-methyl-3-(6-methylpyridin-3-yl)isoOxazol-4-yl)methoxy)pyridine-3-carboxamide